aminoethyl phenyl ether C1(=CC=CC=C1)OCCN